P(O)(O)(OCCOC(C=C)=O)=S acryloyloxyethyl dihydrogenphosphorothioate